perfluorododecanethiol tert-butyl-(1S,2S,5R)-2-(hydroxymethyl)-3-azabicyclo[3.1.0]hexane-3-carboxylate C(C)(C)(C)[C@]12[C@H](N(C[C@@H]2C1)C(=O)O)CO.FC(C(C(C(C(C(C(C(C(C(C(C(F)(F)F)(F)F)(F)F)(F)F)(F)F)(F)F)(F)F)(F)F)(F)F)(F)F)(F)F)(S)F